(R)-N-(1-(4-(cyclopropanesulphonylamino)pyridin-2-yl)-3-morpholinopropyl)-5-(6-ethoxypyrazin-2-yl)thiazole-2-carboxamide C1(CC1)S(=O)(=O)NC1=CC(=NC=C1)[C@@H](CCN1CCOCC1)NC(=O)C=1SC(=CN1)C1=NC(=CN=C1)OCC